7-bromopyrrolo[1,2-a]pyrazin-1(2H)-one BrC=1C=C2N(C=CNC2=O)C1